C1=NC=CC2=C(C=CC=C12)C(C(=O)O)C (isoquinolin-5-yl)propanoic acid